(R)-5-(1-(3,5-Dichloropyridin-4-yl)ethoxy)-N-(1-((1-Ethylazetidin-3-yl)methyl)-1H-Pyrazol-4-yl)-1H-Indazol-3-Carboxamid ClC=1C=NC=C(C1[C@@H](C)OC=1C=C2C(=NNC2=CC1)C(=O)NC=1C=NN(C1)CC1CN(C1)CC)Cl